C(C1=CC=CC=C1)(=O)C=1SC(=CC1C1=CC=CC=2C3=CC=CC=C3CC12)C1=CC=CC=2C3=CC=CC=C3CC12 2-benzoyl-3,5-difluorenylthiophene